C(C)OCC1=NC2=CC(=CC(=C2N=C1)B1OC(C(O1)(C)C)(C)C)C 2-(ethoxymethyl)-7-methyl-5-(4,4,5,5-tetramethyl-1,3,2-dioxaborolan-2-yl)quinoxaline